8-methyl-4-[2-methylsulfonyl-8-[4-(oxetan-3-yloxy)phenyl]-7-oxo-pyrido[2,3-d]pyrimidin-6-yl]-2,3-dihydroquinoxaline-1-carboxylic acid benzyl ester C(C1=CC=CC=C1)OC(=O)N1CCN(C2=CC=CC(=C12)C)C1=CC2=C(N=C(N=C2)S(=O)(=O)C)N(C1=O)C1=CC=C(C=C1)OC1COC1